bis(4-hydroxyphenyl)-furan OC1=CC=C(C=C1)C1=C(OC=C1)C1=CC=C(C=C1)O